Cl.O=C1N(CCC(N1)=O)C1=NN(C2=CC(=C(C=C12)F)N1CCC(CC1)(O)CC(=O)O)C 2-[1-[3-(2,4-dioxohexahydropyrimidin-1-yl)-5-fluoro-1-methyl-indazol-6-yl]-4-hydroxy-4-piperidyl]acetic acid hydrochloride